(S)-2-(4-((4,4-difluorocyclohexyl)methyl)-2-((difluoromethoxy)methyl)piperazin-1-yl)thiazole-5-carboxylic acid FC1(CCC(CC1)CN1C[C@H](N(CC1)C=1SC(=CN1)C(=O)O)COC(F)F)F